ClC1=CC=C(C=C1)[C@@H]([C@@H](C1=NC=CN=C1)N1C(C2=CC(=CC=C2C1)C=1OC(=NN1)C(F)F)=O)O |o1:7,8| 2-[(1R*,2S*)-2-(4-chlorophenyl)-2-hydroxy-1-(pyrazin-2-yl)ethyl]-6-[5-(difluoromethyl)-1,3,4-oxadiazol-2-yl]-2,3-dihydro-1H-isoindol-1-one